(E)-2-(4-((6-((4-(1,2,4,5-tetrazin-3-yl)benzyl)amino)-6-oxohexyl)oxy)phenyl)ethene-1-sulfonyl fluoride N1=NC(=NN=C1)C1=CC=C(CNC(CCCCCOC2=CC=C(C=C2)/C=C/S(=O)(=O)F)=O)C=C1